[Si](C1=CC=CC=C1)(C1=CC=CC=C1)(C(C)(C)C)OC1CC(C1)C=O (1s,3s)-3-((tert-butyldiphenylsilyl)oxy)cyclobutane-1-carbaldehyde